[N+](#[C-])C1=C(C=CC=C1)/C(/C#N)=C\C1=CC=CC=C1 (E)-2-(2-isocyanophenyl)-3-phenyl-acrylonitrile